2-butyl-4-chloro-1-(4-fluorobenzyl)-1H-imidazole-5-carbaldehyde C(CCC)C=1N(C(=C(N1)Cl)C=O)CC1=CC=C(C=C1)F